(E)-N-hydroxy-3-(4-(((2-(2-methyl-1H-indol-3-yl)ethyl)amino)methyl)phenyl)acrylamide CC1=C(C2=CC=CC=C2N1)CCNCC3=CC=C(C=C3)C=CC(=O)NO